(1S)-1-(4-methanesulfonylphenyl)ethanamine CS(=O)(=O)C1=CC=C(C=C1)[C@H](C)N